C1=CC=CC=2C3=CC=CC=C3C(C12)COC(=O)NCC1=CC=C(C=C1)CC(=O)O 2-(4-(((((9H-fluoren-9-yl)methoxy)carbonyl)amino)methyl)phenyl)acetic acid